(1R,2S,5S)-3-((2S,3R)-2-amino-3-(tert-butoxy)butanoyl)-6,6-dimethyl-3-azabicyclo[3.1.0]hexane-2-carboxylic acid N[C@H](C(=O)N1[C@@H]([C@H]2C([C@H]2C1)(C)C)C(=O)O)[C@@H](C)OC(C)(C)C